OC1=C2C=CC(=CC2=CC=C1)C(=O)OC Methyl 5-hydroxy-2-naphthoate